NC=1C=C(C=CC1NC(OC(C)(C)C)=O)C1=CC(=CC=C1)F tert-butyl (3-amino-3'-fluoro-[1,1'-biphenyl]-4-yl)carbamate